2,6-Difluoro-3-(1-methyl-6-(2-phenethylpiperidin-1-yl)-1H-pyrazolo[4,3-c]pyridin-3-yl)-5-(trifluoromethyl)phenol FC1=C(C(=C(C=C1C1=NN(C2=C1C=NC(=C2)N2C(CCCC2)CCC2=CC=CC=C2)C)C(F)(F)F)F)O